4-[[(2R)-4-tert-butoxy-2-[4-(5-chloro-2-propionyl-phenyl)-2-oxo-5-(trideuteromethoxy)-1-pyridinyl]butanoyl]amino]benzoic acid C(C)(C)(C)OCC[C@H](C(=O)NC1=CC=C(C(=O)O)C=C1)N1C(C=C(C(=C1)OC([2H])([2H])[2H])C1=C(C=CC(=C1)Cl)C(CC)=O)=O